(3-(((tert-butyldimethylsilyl)oxy)methyl)phenoxy)Tetrabutylammonium fluoride [F-].[Si](C)(C)(C(C)(C)C)OCC=1C=C(OCCCC[N+](CCCC)(CCCC)CCCC)C=CC1